CC1OC(CN(C1)CCOCCN1CC(OC(C1)C)C)C di(2,6-dimethylmorpholinoethyl) ether